OC=1C=C2C=C(N(C2=CC1)C)C(=O)[O-] 5-hydroxy-1-methyl-1H-indole-2-carboxylate